O1C=CC2=C1C=C(C=C2)C2=NN1C(N(C(=C(C1=O)N1CCN(CC1)C(=O)OC(C)(C)C)CC)CC(NC1=CC=C(C=C1)S(F)(F)(F)(F)F)=O)=N2 tert-Butyl 4-(2-(Benzofuran-6-yl)-5-ethyl-7-oxo-4-(2-oxo-2-((4-(pentafluoro-λ6-sulfanyl)phenyl)amino)ethyl)-4,7-dihydro-[1,2,4]triazolo[1,5-a]pyrimidin-6-yl)piperazine-1-carboxylate